C(#N)N1C[C@@H](CC1)C(=O)NC=1SC2=C(N1)C=CC=C2C=2C(=NOC2C)C (R)-1-cyano-N-(7-(3,5-dimethylisoxazol-4-yl)benzo[d]thiazol-2-yl)pyrrolidine-3-carboxamide